(R)-N-(1-(3-Amino-5-(trifluoromethyl)phenyl)ethyl)-7-methoxy-2-methyl-6-(piperidine-4-yl)quinazolin-4-amine NC=1C=C(C=C(C1)C(F)(F)F)[C@@H](C)NC1=NC(=NC2=CC(=C(C=C12)C1CCNCC1)OC)C